methyl 3-bromo-5-(2-(1-methyl-1H-pyrazol-4-yl)morpholino)-2-nitrobenzoate BrC=1C(=C(C(=O)OC)C=C(C1)N1CC(OCC1)C=1C=NN(C1)C)[N+](=O)[O-]